benzyl 3-(1-(4-methoxybenzyl)-1H-1,2,4-triazol-3-yl)-4-oxopiperidine-1-carboxylate COC1=CC=C(CN2N=C(N=C2)C2CN(CCC2=O)C(=O)OCC2=CC=CC=C2)C=C1